2-(4-chlorophenyl)cyclohept-1-en-1-carbaldehyde ClC1=CC=C(C=C1)C1=C(CCCCC1)C=O